FC=1C=NN(C1)C1=CC=C(C=N1)CC1(CCCCC1)C(=O)N ((6-(4-fluoro-1H-pyrazol-1-yl)pyridin-3-yl)methyl)cyclohexanamide